potassium 3-hydroxybenzoate OC=1C=C(C(=O)[O-])C=CC1.[K+]